tert-butyl-7-(5-hydroxypyrazolo[1,5-a]pyridine-3-yl)-2-azaspiro[3.5]nonan C(C)(C)(C)C1NCC12CCC(CC2)C=2C=NN1C2C=C(C=C1)O